[Cl-].CC1=NC=CC(=C1)C1C[NH2+]CCO1 2-(2-methyl-4-pyridinyl)morpholin-4-ium chloride